1-isopropyl-2-methyl-1H-pyrrole C(C)(C)N1C(=CC=C1)C